2-(3-fluoro-4-methylsulfonyl-anilino)-N-(2-hydroxyethyl)-4-[[(1S)-2-hydroxy-1-phenyl-ethyl]amino]-N-methyl-pyrimidine-5-carboxamide FC=1C=C(NC2=NC=C(C(=N2)N[C@H](CO)C2=CC=CC=C2)C(=O)N(C)CCO)C=CC1S(=O)(=O)C